6-(trifluoromethyl)-1-azabicyclo[2.2.2]octan-3-one FC(C1CC2C(CN1CC2)=O)(F)F